C12C(C3CC(CC(C1)C3)C2)N(C(CN2C(C(=CC=C2)NC([C@H](CCC(C(=O)NC)=O)NC(=O)C=2OC3=C(C2C)C=CC=C3)=O)=O)=O)C (S)-N1-(1-(2-(2-adamantyl(methyl)amino)-2-oxoethyl)-2-oxo-1,2-dihydropyridin-3-yl)-N6-methyl-2-(3-methylbenzofuran-2-carboxamido)-5-oxohexanediamide